2-chloro-6-[(methylsulfonyl)methyl]nicotinic acid ClC1=C(C(=O)O)C=CC(=N1)CS(=O)(=O)C